bromonaphthalene C1=CC=C2C(=C1)C=CC=C2Br